ClC=1C(=C2C=NNC2=CC1C)C=1C(=NN(C1C)C1CC2(CN(C2)C(C=C)=O)C1)C1=CC=CC=C1 1-(6-(4-(5-Chloro-6-methyl-1H-indazol-4-yl)-5-methyl-3-phenyl-1H-pyrazol-1-yl)-2-azaspiro[3.3]heptan-2-yl)prop-2-en-1-on